(1S)-1-(pyridin-4-yl)propane-1,3-diol N1=CC=C(C=C1)[C@H](CCO)O